C(C)(C)(C)OC(=O)N(C=1C=C(N=NC1Cl)C(=O)[O-])CC1=CC=C(C=C1)OC 5-((tert-butoxycarbonyl) (4-methoxybenzyl) amino)-6-chloropyridazine-3-carboxylate